N1(N=CN=C1)CC1=C(C(=O)N2CCC3(C(C3)CNC(=O)C3=CC=4C(=CN=CC4)O3)CC2)C=CC=C1 N-[[6-[2-(1,2,4-triazol-1-ylmethyl)benzoyl]-6-azaspiro[2.5]octan-2-yl]methyl]furo[2,3-c]pyridine-2-carboxamide